C12(CC1)CCOC1=CC=C(C=C12)CC(=O)O 2-(spiro[chroman-4,1'-cyclopropane]-6-yl)acetic acid